FC1=C(C=CC(=C1)N1CC(C1)N1CCOCC1)C1=NN2C(N=C(C=C2C2=NN(N=C2)C)C(=O)N2[C@@H](C3=CC=CC=C3CC2)C)=C1 (R)-(2-(2-fluoro-4-(3-morpholinylazetidin-1-yl)phenyl)-7-(2-methyl-2H-1,2,3-triazol-4-yl)pyrazolo[1,5-a]pyrimidin-5-yl)(1-methyl-3,4-dihydroisoquinolin-2(1H)-yl)methanone